4,4'-Isobutylidenebis(2-t-butyl-5-methylphenol) C(C(C)C)(C1=CC(=C(C=C1C)O)C(C)(C)C)C1=CC(=C(C=C1C)O)C(C)(C)C